C(CCC)C=1N(C(=C(C(N1)=O)CC1=CC=C(C=C1)C1=C(C(=NC=C1)F)C)O)[C@@H](CC)C=1C=C(C#N)C=CC1 3-[(1S)-1-(2-butyl-5-{[4-(2-fluoro-3-methylpyridin-4-yl)phenyl]methyl}-6-hydroxy-4-oxo-1,4-dihydropyrimidin-1-yl)propyl]benzonitrile